3,5,6,6-tetramethyl-4-methylene-heptan-2-ol CC(C(C)O)C(C(C(C)(C)C)C)=C